N-Ethylpiperidine C(C)N1CCCCC1